CC=1C(=NC(=NC1)NC=1C=CC(=NC1)N1[C@H](CN([C@@H](C1)C)C)C)NC=1C=CC2=C(NC(O2)=O)C1 5-methyl-N4-(2-oxo-2,3-dihydro-1,3-benzoxazol-5-yl)-N2-[2-(trans-2,4,5-trimethylpiperazino)pyridin-5-yl]-2,4-pyrimidinediamine